F.N1=CC=CC=C1 pyridine-hydrofluoric acid salt